ClC1=C(C(=CC(=C1)N1C(O[C@H](C1)CO)=O)F)C1(CCS(CC1)(=O)=O)F 4-{2-chloro-6-fluoro-4-[(5R)-5-(hydroxymethyl)-2-oxo-1,3-oxazolidin-3-yl]phenyl}-4-fluoro-1λ6-thiane-1,1-dione